C(CCCCCCCCCCC)N(CCN(CCN1CCN(CC1)CCN(CCCCCCCCCCCC)C(C(=O)[O-])CCCCCCCCCC)CCCCCCCCCCCC)CCCCCCCCCCCC ((2-(4-(2-((2-(didodecylamino)ethyl)(dodecyl)amino)ethyl)piperazin-1-yl)ethyl)(dodecyl)amino)dodecanoate